COC(C1=CC(=CC=C1)COC=1C(=NC=C(C1)C1=CC=C(C=C1)C(=O)N1CCC(CC1)N1CCCC1)N)=O 3-{2-amino-5-[4-(4-pyrrolidin-1-yl-piperidine-1-carbonyl)-phenyl]-pyridin-3-yloxymethyl}-benzoic acid methyl ester